4-(2-hydroxyacetyl)-3-(trifluoromethyl)piperazin OCC(=O)N1C(CNCC1)C(F)(F)F